N,N'-diethyl-4,4'-bipyridylium C(C)[N+]1=CC=C(C=C1)C1=CC=[N+](C=C1)CC